(2-fluoro-2-methylpropyl) (3S)-4-acetyl-3-methyl-7-[1-(oxetan-3-yl)pyrazol-4-yl]-2,3-dihydroquinoxaline-1-carboxylate C(C)(=O)N1[C@H](CN(C2=CC(=CC=C12)C=1C=NN(C1)C1COC1)C(=O)OCC(C)(C)F)C